nitrocatechol sulfate S(=O)(=O)(O)O.[N+](=O)([O-])C1=C(C(O)=CC=C1)O